C(C)OC(COCC(=O)O)OCC 2-(2,2-diethoxyethoxy)acetic acid